C(C1=CC=CC=C1)N(C1=NC(=CC(=C1)NC(CC1=CC=C(C=C1)C)=O)C1=C(C=CC=C1)C=1NOC(N1)=O)CC(C)C N-(2-(benzyl-(isobutyl)amino)-6-(2-(5-oxo-2,5-dihydro-1,2,4-oxadiazol-3-yl)phenyl)pyridin-4-yl)-2-(p-tolyl)acetamide